5-({1-[6-(trifluoromethyl)pyridin-3-yl]-1H-pyrazol-4-yl}sulfonylamino)-1,3-thiazole-4-carboxylic acid FC(C1=CC=C(C=N1)N1N=CC(=C1)S(=O)(=O)NC1=C(N=CS1)C(=O)O)(F)F